3-ethyl-1-(thiazol-2-yl)-N-(o-tolyl)-1H-pyrazole-4-carboxamide C(C)C1=NN(C=C1C(=O)NC1=C(C=CC=C1)C)C=1SC=CN1